n-pentenal C(C=CCC)=O